6-methoxyquinazolin-7-yl-trifluoromethanesulfonic acid COC=1C=C2C=NC=NC2=CC1OS(=O)(=O)C(F)(F)F